FC(C(=O)O)(F)F.N1CC(C1)=NOC(CO)CO 2-{[(azetidin-3-ylidene)amino]oxy}propane-1,3-diol trifluoroacetate salt